C(C)(C)(C)OC(=O)N[C@H](C(=O)O)CC1=CN(C2=NC=CC=C21)S(=O)(=O)C2=CC=C(C=C2)C (2S)-2-{[(tert-butoxy)carbonyl]amino}-3-[1-(4-methylbenzenesulfonyl)-1H-pyrrolo[2,3-b]pyridin-3-yl]propanoic acid